N-(2-methoxy-5-(4,4,5,5-tetramethyl-1,3,2-dioxaborolan-2-yl)pyridin-3-yl)pyridine-3-sulfonamide COC1=NC=C(C=C1NS(=O)(=O)C=1C=NC=CC1)B1OC(C(O1)(C)C)(C)C